FC1=CC(=C(C=C1C1=CC=NN1)O)C1=NC=C(N=C1)N(C)[C@@H]1[C@@H](C2CCC[C@@H](C1)N2)F 4-fluoro-2-(5-{[(2R,3S,5S)-2-fluoro-9-azabicyclo[3.3.1]nonan-3-yl](methyl)amino}pyrazin-2-yl)-5-(1H-pyrazol-5-yl)phenol